3-(pentafluorophenyl)propyl-trimethoxysilane FC1=C(C(=C(C(=C1CCC[Si](OC)(OC)OC)F)F)F)F